trans-N-(8-amino-6-(4-methylpyridin-3-yl)isoquinolin-3-yl)-2-cyanocyclopropane-1-carboxamide NC=1C=C(C=C2C=C(N=CC12)NC(=O)[C@H]1[C@@H](C1)C#N)C=1C=NC=CC1C